ClC1=CC2=C(N=CN=C2C2=CCCCC2)C=N1 6-chloro-4-(cyclohex-1-en-1-yl)pyrido[3,4-d]pyrimidine